N1=C(C=CC=C1)C(C)N 1-(pyridin-2-yl)ethane-1-amine